[O].[C] carbon Oxygen